4-[(3-chloro-2-fluorophenyl)amino]-7-methoxyquinazolin-6-yl-4-(2-ethylbutyl)-(R)-2-methylpiperazine-1-carboxamide ClC=1C(=C(C=CC1)NC1=NC=NC2=CC(=C(C=C12)[C@]1(N(CCN(C1)CC(CC)CC)C(=O)N)C)OC)F